C(CCC(=O)OC(C)(C)C)(=O)OCOC(NCCC1=C(C=C(C(=C1)OC)Br)OC)=O (((4-bromo-2,5-dimethoxyphenethyl)carbamoyl)oxy)methyl tert-butyl succinate